(1r,4S)-4-((3-chloro-4-cyanophenoxy)cyclohexyl)-6-(4-(((2S,5R)-5-(2,4-dioxo-3,4-dihydropyrimidin-1(2H)-yl)tetrahydroFuran-2-yl)methyl)piperazin-1-yl)pyridazine-3-carboxamide ClC=1C=C(OC2(CCCCC2)C2=C(N=NC(=C2)N2CCN(CC2)C[C@H]2O[C@H](CC2)N2C(NC(C=C2)=O)=O)C(=O)N)C=CC1C#N